OC1=C(C=C(C=C1)/C=C/C(=O)OC(CCCC)C1=C(C(=O)OC(C2=C(C=CC=C2)C(CCCC)OC(\C=C\C2=CC(=C(C=C2)O)OC)=O)=O)C=CC=C1)OC (E)-2-(1-((3-(4-hydroxy-3-methoxyphenyl)propenoyl)oxy)pentyl)benzoic anhydride